C1C(CCC1)C(=O)O 2-cyclopentanecarboxylic acid